(1S,2R,4S)-4-(2-amino-6-oxo-1H-purin-9(6H)-yl)-2-(((tert-butyldimethylsilyl)oxy)methyl)-3-methylenecyclopentyl 3-methylbutanoate CC(CC(=O)O[C@@H]1[C@H](C([C@H](C1)N1C=2N=C(NC(C2N=C1)=O)N)=C)CO[Si](C)(C)C(C)(C)C)C